C1(CCCCC1)O[C@@H]1C[C@@H](N(C1)C1=CC=CC=C1)C=1N=CSC1 4-((2R,4R)-4-(cyclohexyloxy)-1-phenylpyrrolidin-2-yl)thiazol